C(#C)C=1SC=C(N1)NC(=O)N1CCN(CC1)C1=CC=C(C=C1)C1=CC(=CC=C1)NC1CC(C1)O N-(2-Ethynylthiazol-4-yl)-4-(3'-((3-hydroxycyclobutyl)amino)-[1,1'-biphenyl]-4-yl)piperazine-1-carboxamide